NC=1C(=NC(=CN1)N)O 3,6-diamino-2-hydroxypyrazine